BrC1=CC=C(C=C1)C=1N=C(SC1)N1C(=NC2=CC(=CC=C2C1=O)F)C(F)(F)F 3-(4-(4-Bromophenyl)thiazol-2-yl)-7-fluoro-2-(trifluoromethyl)quinazolin-4(3H)-one